Cl.C=1(C(=CC(=C(C1)N)N)N)N 1,2,4,5-benzenetetramine hydrochloride